2-(benzylthio)-1-(2-fluoro-4-(5-(trifluoromethyl)-1,2,4-oxadiazol-3-yl)phenyl)ethan-1-one C(C1=CC=CC=C1)SCC(=O)C1=C(C=C(C=C1)C1=NOC(=N1)C(F)(F)F)F